5-(4-fluorophenyl)-1-pentene FC1=CC=C(C=C1)CCCC=C